The molecule is a 1-acyl-sn-glycerol 3-phosphate(2-) obtained by deprotonation of the phosphate OH groups of 1-capryl-sn-glycero-3-phosphate. It is a conjugate base of a 1-decanoyl-sn-glycero-3-phosphate. CCCCCCCCCC(=O)OC[C@H](COP(=O)([O-])[O-])O